Azidophenylglyoxal N(=[N+]=[N-])C(C(=O)C1=CC=CC=C1)=O